COC1=C(C=C(C=C1)C=1C=C(C=NC1)[C@@H](CO)CB1OCC(O1)C)OCCC (2S)-2-(5-(4-methoxy-3-propoxyphenyl)pyridin-3-yl)-3-(4-methyl-1,3,2-dioxaborolan-2-yl)propan-1-ol